C(C)OC1=NC=CC=C1C1=CC(=C2C(=N1)C(=NN2C(C)C)C)NCC2=NC(=CC=C2)OC 5-(2-ethoxy-3-pyridinyl)-1-isopropyl-N-[(6-methoxy-2-pyridinyl)methyl]-3-methyl-pyrazolo[4,3-b]pyridin-7-amine